CC1=CC=C(C=C1)C=C=C(CCC1=CC=CC=C1)C 1-methyl-4-(3-methyl-5-phenyl-1,2-pentadien-1-yl)benzene